NC1=C(N=C2N1C=CN=C2)C(=O)C2=C(C=NC=C2)Br (3-aminoimidazo[1,2-a]pyrazin-2-yl)(3-bromopyridin-4-yl)methanone